ClC1=C(C=CC(=C1)Cl)C1(CC1)/C(/N)=N/O (Z)-1-(2,4-dichlorophenyl)-N'-hydroxycyclopropane-1-carboximidamide